O=C1NC(CCC1C1=NN(C2=C(C=CC=C12)C1CCN(CC1)C(=O)OC(C)(C)C)C)=O tert-butyl 4-(3-(2,6-dioxopiperidin-3-yl)-1-methyl-1H-indazol-7-yl)piperidine-1-carboxylate